(2R,3S,4S,5R,6R)-2-((benzoyloxy)methyl)-6-((1-((tert-butyldimethylsilyl)oxy)pent-4-en-2-yl)thio)tetrahydro-2H-pyran-3,4,5-triyl tribenzoate C(C1=CC=CC=C1)(=O)O[C@H]1[C@H](O[C@@H]([C@@H]([C@H]1OC(C1=CC=CC=C1)=O)OC(C1=CC=CC=C1)=O)SC(CO[Si](C)(C)C(C)(C)C)CC=C)COC(C1=CC=CC=C1)=O